3-(5,5-dimethyl-1,3,2-dioxaborolan-2-yl)-6-methylpyridine-2-carbonitrile CC1(COB(O1)C=1C(=NC(=CC1)C)C#N)C